4,4''-bis(3,6-diphenyl-9H-carbazol-9-yl)-2'-(6-methylpyridin-2-yl)-[1,1':3',1''-terphenyl]-5'-carbonitrile C1(=CC=CC=C1)C=1C=CC=2N(C3=CC=C(C=C3C2C1)C1=CC=CC=C1)C1=CC=C(C=C1)C1=C(C(=CC(=C1)C#N)C1=CC=C(C=C1)N1C2=CC=C(C=C2C=2C=C(C=CC12)C1=CC=CC=C1)C1=CC=CC=C1)C1=NC(=CC=C1)C